3-(5-fluoro-4-oxobenzo[d][1,2,3]triazin-3(4H)-yl)piperidin FC1=CC=CC=2N=NN(C(C21)=O)C2CNCCC2